2-[(3R,4R)-4-[1-(2,6-dioxo-3-piperidyl)-3-ethyl-2-oxo-benzimidazol-5-yl]-3-hydroxy-1-piperidyl]acetic acid O=C1NC(CCC1N1C(N(C2=C1C=CC(=C2)[C@@H]2[C@H](CN(CC2)CC(=O)O)O)CC)=O)=O